[Br-].CC1=NN(C(C1CCCCCCCCCC[P+](C1=CC=CC=C1)(C1=CC=CC=C1)C1=CC=CC=C1)=O)C1=CC(=CC=C1)S(=O)(=O)C (10-(3-methyl-1-(3-(methylsulfonyl)phenyl)-5-oxo-4,5-dihydro-1H-pyrazol-4-yl)decyl)triphenyl-phosphonium bromide